octadecyl isostearate C(CCCCCCCCCCCCCCC(C)C)(=O)OCCCCCCCCCCCCCCCCCC